N-(2,6-xylyl)-2-(diethylamino)acetamide C1(=C(C=CC=C1C)C)NC(CN(CC)CC)=O